4-chloro-2-[3-(3,5-dibromophenyl)ureido]-N-(2-hydroxy-ethyl)benzamide ClC1=CC(=C(C(=O)NCCO)C=C1)NC(=O)NC1=CC(=CC(=C1)Br)Br